C[Si](CCOCCl)(C)C 2-(trimethylsilanyl)ethoxymethyl chloride